(R)-2-(3-((6-(2-hydroxy-4-(trifluoromethyl)phenyl)-5-methyl-1,2,4-triazin-3-yl)amino)piperidin-1-yl)acetic acid OC1=C(C=CC(=C1)C(F)(F)F)C1=C(N=C(N=N1)N[C@H]1CN(CCC1)CC(=O)O)C